4-({3-[4-({1-[2-(morpholin-4-yl)-2-oxoethyl]piperidin-4-yl}amino)-1-(2,2,2-trifluoroethyl)-1H-indol-2-yl]prop-2-yn-1-yl}amino)benzene-1-sulfonamide N1(CCOCC1)C(CN1CCC(CC1)NC1=C2C=C(N(C2=CC=C1)CC(F)(F)F)C#CCNC1=CC=C(C=C1)S(=O)(=O)N)=O